2-benzylamino-2-(4-chlorophenyl)acetic acid C(C1=CC=CC=C1)NC(C(=O)O)C1=CC=C(C=C1)Cl